CNCCC(C1=CC=CC=C1)O alpha-[2-(methylamino)ethyl]Benzyl alcohol